C1(=C(C(=C(C(=C1[2H])[2H])[2H])[2H])[2H])C1=C(C2=C(SC3=C2C=CC=C3)C=C1)C1(C(C(C(C(C1C1=NN=NC(=C1C1(C(C(C(C(C1[2H])([2H])[2H])([2H])[2H])([2H])[2H])([2H])[2H])[2H])C1(C(C(C(C(C1[2H])([2H])[2H])([2H])[2H])([2H])[2H])([2H])[2H])[2H])([2H])[2H])([2H])[2H])([2H])[2H])([2H])[2H])[2H] (phenyl-d5)[(diphenyl-d10)triazinylphenyl-d9]dibenzothiophene